BrC1=CC(=NC=C1)NC[C@@H]1CC[C@H](CC1)C1=CC(=C(C=C1)OC)C 4-Bromo-N-((trans-4-(4-methoxy-3-methylphenyl)cyclohexyl)methyl)pyridin-2-amine